2-(2,6-Dioxopiperidin-3-yl)-5-fluoro-1H-isoindole-1,3(2H)-dione O=C1NC(CCC1N1C(C2=CC=C(C=C2C1=O)F)=O)=O